NCCOCCOCCOCCOCCCN(S(=O)(=O)C1=C(C=CC=C1)[N+](=O)[O-])CC1=C(C=CC(=N1)C=1C(=NC=CC1)OCC)N1CCN(CC1)C(C1=C(N=C(C=C1)OCC)C(F)(F)F)=O N-(1-amino-3,6,9,12-tetraoxapentadecan-15-yl)-N-((2'-ethoxy-5-(4-(6-ethoxy-2-(trifluoromethyl)nicotinoyl)piperazin-1-yl)-[2,3'-bipyridin]-6-yl)methyl)-2-nitrobenzenesulfonamide